3-(2-fluoro-4-((4-(1-(1-isopropyl-6-((2-(4-methoxypiperidin-1-yl)pyrimidin-4-yl)amino)-1H-pyrazolo[4,3-c]pyridin-3-yl)piperidin-4-yl)piperazin-1-yl)methyl)phenyl)piperidine-2,6-dione FC1=C(C=CC(=C1)CN1CCN(CC1)C1CCN(CC1)C1=NN(C2=C1C=NC(=C2)NC2=NC(=NC=C2)N2CCC(CC2)OC)C(C)C)C2C(NC(CC2)=O)=O